CC1CCC(N(C1)C(=O)OC(C)(C)C)C1=CC(=CC=C1)C1CCN(CC1)C tert-Butyl 5-methyl-2-[3-(1-methyl-4-piperidyl)phenyl]piperidine-1-carboxylate